5-chloro-3-(2,4-dimethoxybenzyl)-1-(4-(methoxy-d3)phenyl)-7-(methylthio)-3,4-dihydropyrimido[4,5-d]pyrimidin-2(1H)-one ClC1=C2C(=NC(=N1)SC)N(C(N(C2)CC2=C(C=C(C=C2)OC)OC)=O)C2=CC=C(C=C2)OC([2H])([2H])[2H]